D(+)-pantothenic acid C(CCNC([C@@H](O)C(C)(C)CO)=O)(=O)O